ClC1=CC2=C(C(=N1)C(C)(C)O)C=C(N2C)C2=CC=C(C=C2)S(=O)(=O)C 2-[6-chloro-1-methyl-2-(4-methylsulfonylphenyl)pyrrolo[3,2-c]pyridin-4-yl]propan-2-ol